FC1(CCN(CC1)C1=C(N=CC(=N1)NC(C1=C(C=C(C=C1)NS(=O)(=O)CCO)N1CCC2(CC2)CC1)=O)C=1C=NN(C1)C)F N-(6-(4,4-difluoropiperidin-1-yl)-5-(1-methyl-1H-pyrazol-4-yl)pyrazin-2-yl)-4-(2-hydroxyethylsulfonylamino)-2-(6-azaspiro[2.5]oct-6-yl)benzamide